CC(C)CC=CC(CC(C)C)C 2,6,8-trimethyl-4-nonene